ClC1=NC(C2=NCN([C@H]3[C@@H]([C@H](O)[C@@H](CO)O3)N)C2=N1)(N)Cl 2,6-dichloro-2'-amino-deoxyadenosine